ethyl 5-(tert-butyl)-1H-imidazole-4-carboxylate C(C)(C)(C)C1=C(N=CN1)C(=O)OCC